OCC#CC1CN=C2N1C1=CC=C(C=C1C(N2C([2H])([2H])C=2C=NN(C2)C)=O)S(=O)(=O)NC2(CC2)C (3-hydroxyprop-1-yn-1-yl)-N-(1-methylcyclopropyl)-4-[(1-methylpyrazol-4-yl)(2H2)methyl]-5-oxo-1H,2H-imidazo[1,2-a]quinazoline-7-sulfonamide